(1'-(3-acetyl-6-amino-5-bromopyrazine-2-yl)-3H-spiro[benzofuran-2,4'-piperidine]-3-yl)carbamic acid tert-butyl ester C(C)(C)(C)OC(NC1C2=C(OC13CCN(CC3)C3=NC(=C(N=C3C(C)=O)Br)N)C=CC=C2)=O